C(C=C)OC(C)OCC1C(C(C1)=O)(C)C (1-allyloxyethoxy)methyl-2,2-dimethylcyclobutanone